OCC=1C(=NC(N([C@H]2C[C@H](O)[C@@H](CO)O2)C1)=O)N 5-hydroxymethyl-2'-deoxycytidine